4-(2-methoxyethyl)-4-phenylethylpiperidine COCCC1(CCNCC1)CCC1=CC=CC=C1